dihydrocaffeic acid, ethyl ester C(CCC1=CC(O)=C(O)C=C1)(=O)OCC